ClC1=C(C=C(C=C1)OC)NC=1C(=NC=CC1)N N3-(2-chloro-5-methoxyphenyl)pyridine-2,3-diamine